4-(2,2-bis(2-hydroxyphenyl)ethyl)-1-methylpyridine iodide [I-].OC1=C(C=CC=C1)C(CC1=CCN(C=C1)C)C1=C(C=CC=C1)O